((3-(cyclobutylmethyl)bicyclo[4.2.0]octa-1(6),2,4-trien-2-yl)carbamoyl)-4-(2-hydroxypropan-2-yl)furan-2-sulfonamide C1(CCC1)CC1=C(C=2CCC2C=C1)NC(=O)C1=C(OC=C1C(C)(C)O)S(=O)(=O)N